3,3'-dibromo-2,2'-bipyridine BrC=1C(=NC=CC1)C1=NC=CC=C1Br